tert-Butyl 6-[4-[[4-(3-hydroxyphenyl)-3-methylphenyl]methyl]piperazin-1-yl]pyridazine-3-carboxylate OC=1C=C(C=CC1)C1=C(C=C(C=C1)CN1CCN(CC1)C1=CC=C(N=N1)C(=O)OC(C)(C)C)C